C(C1=CC=CC=C1)N1CCC2(CC(N(C2(C)C)C2=NC=CC(=C2)C(F)(F)F)=O)CC1 8-benzyl-1,1-dimethyl-2-(4-(trifluoromethyl)pyridin-2-yl)-2,8-diazaspiro[4.5]decan-3-one